(S)-2-(3-cyclopropyl-4-fluorophenyl)-4-methyl-3-(2-carbonyl-2,3-dihydro-1H-imidazol-1-yl)-2,4,6,7-tetrahydro-5H-pyrazolo[4,3-c]pyridine-5-carboxylic acid tert-butyl ester C(C)(C)(C)OC(=O)N1[C@H](C=2C(CC1)=NN(C2N2C(NC=C2)=C=O)C2=CC(=C(C=C2)F)C2CC2)C